(2-((2-bromo-6-fluorobenzyl)oxy)ethoxy)(tert-butyl)dimethylsilane BrC1=C(COCCO[Si](C)(C)C(C)(C)C)C(=CC=C1)F